(R,E)-(1-(2-Ethoxyvinyl)-8-methyl-3-(3-methyl-1,2,4-thiadiazol-5-yl)-5,6-Dihydroimidazo[1,5-a]pyrazin-7(8H)-yl)(4-fluorophenyl)methanone C(C)O/C=C/C=1N=C(N2C1[C@H](N(CC2)C(=O)C2=CC=C(C=C2)F)C)C2=NC(=NS2)C